(R)-Methyl 4-(((2-(8-(benzyloxy)-2-oxo-1,2-dihydroquinolin-5-yl)-2-((tert-butyldimethylsilyl)oxy)ethyl)(tert-butoxycarbonyl)amino)methyl)benzoate C(C1=CC=CC=C1)OC=1C=CC(=C2C=CC(NC12)=O)[C@H](CN(C(=O)OC(C)(C)C)CC1=CC=C(C(=O)OC)C=C1)O[Si](C)(C)C(C)(C)C